FC1=CC=2N(C=C1)C(=CN2)C2=C1CNC(C1=C(C=C2)NC2=NC=C(C=C2)N2C[C@](CCC2)(CN2CCOCC2)O)=O (S)-4-(7-fluoroimidazo[1,2-a]pyridin-3-yl)-7-((5-(3-hydroxy-3-(morpholino-methyl)piperidin-1-yl)pyridin-2-yl)amino)isoindolin-1-one